Diethyl (3-hydroxy-4-nitrobenzyl)phosphonate OC=1C=C(CP(OCC)(OCC)=O)C=CC1[N+](=O)[O-]